methylolamyl-cyclohexene C(O)CCCCCC1=CCCCC1